2-(2'-Hydroxy-3'-(2-butyl)-5'-(tert.butyl)-phenyl)-benzotriazol OC1=C(C=C(C=C1C(C)CC)C(C)(C)C)N1N=C2C(=N1)C=CC=C2